COC12CC(C1)(C2)C(=O)N 3-methoxybicyclo[1.1.1]pentane-1-carboxamide